OC1C2(C(N3CCCCC13)=O)CC2 1'-hydroxytetrahydro-1'H-spiro[cyclopropane-1,2'-indolizin]-3'(5'H)-one